2-Chloro-6-fluoro-5-(4,4,5,5-tetramethyl-1,3,2-dioxaborolan-2-yl)-3-(trifluoromethyl)phenol ClC1=C(C(=C(C=C1C(F)(F)F)B1OC(C(O1)(C)C)(C)C)F)O